3,4,5-trifluorotoluene FC=1C=C(C)C=C(C1F)F